FC(C1=CC=C(C=C1)CC=1C=2N(C=CC1)C=NC2C(=O)N[C@@H](C)C2=CC=C(C(=O)O)C=C2)(F)F 4-[(1S)-1-[[8-[[4-(trifluoromethyl)phenyl]methyl]imidazo[1,5-a]pyridine-1-carbonyl]amino]ethyl]benzoic acid